3-bromo-6-fluoro-1,2-dimethyl-7-(trifluoromethyl)quinolin-4(1H)-one BrC1=C(N(C2=CC(=C(C=C2C1=O)F)C(F)(F)F)C)C